2-((2-(methyl-(nonylamino)ethyl)disulfanyl)ethyl)octadecan-1-amine CC(CSSCCC(CN)CCCCCCCCCCCCCCCC)NCCCCCCCCC